The molecule is a quaternary ammonium cation having 2-bromobenzyl, ethyl and two methyl groups attached to the nitrogen. It blocks noradrenaline release from the peripheral sympathetic nervous system, and is used in emergency medicine, cardiology, and other specialties for the acute management of ventricular tachycardia and ventricular fibrillation. It has a role as an adrenergic antagonist, an anti-arrhythmia drug and an antihypertensive agent. CC[N+](C)(C)CC1=CC=CC=C1Br